3-(2-pyridyl)benzonitrile N1=C(C=CC=C1)C=1C=C(C#N)C=CC1